C(=O)(O)C[N+](C)(C)CCCCCCCCCCCCCC N-carboxymethyl-N,N-dimethyl-1-tetradecylammonium